FC1=C(C=CC(=C1)F)C1=C(C=C2CNC(C2=C1)=O)C=1C=C(N(C1)C)C#N 4-(6-(2,4-difluorophenyl)-1-oxoisoindolin-5-yl)-1-methyl-1H-pyrrole-2-carbonitrile